COC1=CC2=CC(N=C2C=C1)=O 5-methoxy-2-oxo-indole